tert-butyl 6'-bromo-1'H-spiro[cyclopropane-1,4'-isoquinoline]-2'(3'H)-carboxylate BrC=1C=C2C3(CN(CC2=CC1)C(=O)OC(C)(C)C)CC3